ClC=1C=C(C(=O)N2CC=3C(=NN4C3C(NCC4)=O)CC2)C=CC1Cl 2-(3,4-Dichlorobenzoyl)-1,2,3,4,8,9-hexahydropyrido[4',3':3,4]pyrazolo[1,5-a]pyrazin-10(7H)-one